3-phenoxy-1,2-propanediol O(C1=CC=CC=C1)CC(CO)O